ClC1=C(C=CC(=C1)OC(F)F)C=1N(C(=CC1C(=O)OC)C1=C2C(=NC=C1)N(C=C2)S(=O)(=O)C2=CC=CC=C2)COCC[Si](C)(C)C methyl 2-[2-chloro-4-(difluoromethoxy) phenyl]-5-[1-(benzenesulfonyl)-1H-pyrrolo[2,3-b]pyridin-4-yl]-1-{[2-(trimethylsilyl) ethoxy] methyl}-1H-pyrrole-3-carboxylate